2-(6-(4-(4-Methylpiperazin-1-yl)-phenyl)-4-oxoquinazolin-3(4H)-yl)-2-phenyl-N-(thiazol-2-yl)acetamide CN1CCN(CC1)C1=CC=C(C=C1)C=1C=C2C(N(C=NC2=CC1)C(C(=O)NC=1SC=CN1)C1=CC=CC=C1)=O